(S)-5-amino-6-((1-(tert-butoxycarbonyl)pyrrolidin-3-yl)amino)picolinic acid methyl ester COC(C1=NC(=C(C=C1)N)N[C@@H]1CN(CC1)C(=O)OC(C)(C)C)=O